C(C)(C)(C)NC(C(=O)N1CC2(CC1C(=O)N[C@@H](C[C@H]1C(NCC1)=O)C(COC(F)(F)F)=O)CCCC2)=O 2-(2-(tert-butylamino)-2-oxoacetyl)-N-((S)-3-oxo-1-((S)-2-oxopyrrolidin-3-yl)-4-(trifluoromethoxy)butan-2-yl)-2-azaspiro[4.4]nonane-3-carboxamide